C(C=C)(=O)N1CCC(CC1)NC=1C=C2C(=NC=NC2=CC1OC)NC1=C(C=C(OC2=CC(=NC=C2)C(=O)N(C)C)C=C1)F 4-(4-((6-((1-acryloylpiperidin-4-yl)amino)-7-methoxyquinazolin-4-yl)amino)-3-fluorophenoxy)-N,N-dimethylpicolinamide